(1,3-thiazol-2-yl)-1,4-dihydro-1,8-naphthyridine-3-carboxylic acid S1C(=NC=C1)N1C=C(CC2=CC=CN=C12)C(=O)O